[C@H]12CN(C[C@H](CC1)N2)C2=NC(=NC=1C(N(N=CC12)C1=CC(=CC2=CC=C(C(=C12)C#C)F)O)=O)OC[C@H]1N(CCC1)C 4-((1R,5S)-3,8-Diazabicyclo[3.2.1]octan-3-yl)-7-(8-ethynyl-7-fluoro-3-hydroxynaphthalen-1-yl)-2-(((S)-1-methylpyrrolidin-2-yl)methoxy)pyrimido[4,5-d]pyridazin-8(7H)-one